NC1=C2C(=NC=N1)N(N=C2I)C2C[C@@H](N(C2)C(=O)OC(C)(C)C)COC tert-butyl (2R)-4-[4-amino-3-iodopyrazolo[3,4-d]pyrimidin-1-yl]-2-(methoxymethyl)pyrrolidine-1-carboxylate